(S)-2-((S)-1-carboxy-3-methylbutylcarbamoyloxy)pentanedioic acid C(=O)(O)[C@H](CC(C)C)NC(=O)O[C@H](C(=O)O)CCC(=O)O